(R)-6-(2-(3'-chloro-5'-(trifluoromethyl)-[1,1'-biphenyl]-3-yl)-2-hydroxyacetyl)-2-(1-phenylcyclopropyl)-5,6,7,8-tetrahydropyrido[4,3-d]pyrimidin-4(3H)-one ClC=1C=C(C=C(C1)C(F)(F)F)C1=CC(=CC=C1)[C@H](C(=O)N1CC2=C(N=C(NC2=O)C2(CC2)C2=CC=CC=C2)CC1)O